tert-butyl N-[3-[3-[1-(2,6-dioxo-3-piperidyl)-3-methyl-2-oxo-benzimidazol-4-yl] propoxy]propyl]-N-methyl-carbamate O=C1NC(CCC1N1C(N(C2=C1C=CC=C2CCCOCCCN(C(OC(C)(C)C)=O)C)C)=O)=O